C1(=CC=CC=C1)C(NC(CCCC(=O)N)=O)C1=CC=CC=C1 N-(diphenylmethyl)-pentanediamide